lithium benzoate salt C(C1=CC=CC=C1)(=O)[O-].[Li+]